FC=1C=C(CCC(CCF)N)C=C(C1CN1C(=C(C=2C=3C=NNC3C=CC21)F)C2=C(C=CC=C2)C)F (3,5-difluoro-4-((8-fluoro-7-(o-tolyl)pyrrolo[3,2-e]indazol-6(3H)-yl)methyl)phenethyl)-3-fluoropropan-1-amine